trans-N-(1-(azetidin-1-ylmethyl)cyclopropyl)-2-(2-chlorophenyl)cyclopropane-1-carboxamide N1(CCC1)CC1(CC1)NC(=O)[C@H]1[C@@H](C1)C1=C(C=CC=C1)Cl